[Tb+3].[H-].[H-].[H-] Hydride Terbium